FC1=C(C=C(C=C1)C(=O)C=1C=C2C=CNC2=CC1)C=1NC=C(N1)C(C)(O)C=1C=C(C=CC1)CCC(=O)O 3-(3-(1-(2-(2-fluoro-5-(1H-indole-5-carbonyl)phenyl)-1H-imidazol-4-yl)-1-hydroxyethyl)phenyl)propionic acid